1-amino-2-(1-(tert-butoxycarbonyl)azepan-2-yl)-4-(4-((4-ethylpyridin-2-yl)carbamoyl)phenyl)-1H-imidazole-5-carboxylic acid NN1C(=NC(=C1C(=O)O)C1=CC=C(C=C1)C(NC1=NC=CC(=C1)CC)=O)C1N(CCCCC1)C(=O)OC(C)(C)C